N-(4-chloro-3-{4-[2-(difluoromethoxy)pyridin-4-yl]-6-oxo-1,6-dihydropyrimidin-2-yl}benzyl)isobutyramide ClC1=C(C=C(CNC(C(C)C)=O)C=C1)C=1NC(C=C(N1)C1=CC(=NC=C1)OC(F)F)=O